6-ethynyl-5,7-difluoro-1,2-dimethyl-1H-benzo[d]imidazole C(#C)C=1C(=CC2=C(N(C(=N2)C)C)C1F)F